4-(4-hydroxyphenyl)-3-buten-2-one OC1=CC=C(C=C1)C=CC(C)=O